4-(4-(1-amino-2,2,2-trifluoroethyl-6-(trifluoromethyl)pyridin-3-yl)phenyl)-N-(4-fluorophenyl)oxetane-3-carboxamide NC(C(F)(F)F)C1=NC(=CC=C1C1=CC=C(C=C1)C1C(CO1)C(=O)NC1=CC=C(C=C1)F)C(F)(F)F